5-[[6-[3-(1,1-Difluoroethyl)phenyl]-3-methyl-pyrazin-2-yl]methyl]-7-oxa-5-azaspiro[2.4]heptan-6-one FC(C)(F)C=1C=C(C=CC1)C1=CN=C(C(=N1)CN1CC2(CC2)OC1=O)C